(tetrahydrofuran-2-yl)methyl (E)-3-(dipropylamino)-2-(trifluoromethyl)acrylate C(CC)N(/C=C(\C(=O)OCC1OCCC1)/C(F)(F)F)CCC